C1(CC1)NC(=O)C=1C(=CC(=C(C1)C=1C=NC(=C(C(=O)N(C)C)C1)NC(C([2H])([2H])O)(C)C)C)F 5-(5-(cyclopropylcarbamoyl)-4-fluoro-2-methylphenyl)-2-((1-hydroxy-2-methylpropan-2-yl-1,1-d2)amino)-N,N-dimethylnicotinamide